C=1(C(=CC=C2C=CC=CC12)C(=O)O)C1=CC=CC2=CC=CC=C12 BINAPHTHYL-CARBOXYLIC ACID